docosyl n-triacontanoate C(CCCCCCCCCCCCCCCCCCCCCCCCCCCCC)(=O)OCCCCCCCCCCCCCCCCCCCCCC